[N+](=O)([O-])C1=C(C=CC=C1)C1=CC=2C3(C4=CC=CC=C4SC2C=C1)C1=CC=CC=C1C=1C=CC=CC13 2'-(2-nitrophenyl)spiro[fluorene-9,9'-thioxanthene]